N-(4-ethynylphenyl)benzamide C(#C)C1=CC=C(C=C1)NC(C1=CC=CC=C1)=O